3-hydroxy-6-(4-(trifluoromethyl)phenyl)picolinic acid OC=1C(=NC(=CC1)C1=CC=C(C=C1)C(F)(F)F)C(=O)O